CC1=C(C=NC=2OCCN(C21)C(=O)OC(C)(C)C)N2CC=1N=C(N=CC1CC2)NC=2C=C1CN(CC1=CC2)C tert-butyl 8-methyl-7-{2-[(2-methyl-2,3-dihydro-1H-isoindol-5-yl)amino]-5H,6H,7H,8H-pyrido[3,4-d]pyrimidin-7-yl}-1H,2H,3H-pyrido[2,3-b][1,4]oxazine-1-carboxylate